C(#N)C1=CN=C(S1)NC(C(C)C=1C=C(C=NC1)C=1C=NC(=CC1)NC(C=C)=O)=O N-(5'-(1-((5-cyanothiazol-2-yl)amino)-1-oxopropan-2-yl)-[3,3'-bipyridyl]-6-yl)acrylamide